[Cl-].C(=O)(O)C1=C(C=CC=C1)C=1C2=CC=C(C=C2OC2=CC(C=CC12)=[N+](CC)CC)N(CC)CC 9-(2-carboxyphenyl)-6-(diethylamino)-N,N-diethyl-3H-xanthen-3-iminium chloride